1-(4-methoxyphenyl)-1-(2-(1-(6-(1-methyl-1H-pyrazol-4-yl)pyrrolo[2,1-f][1,2,4]triazin-4-yl)-1,2,3,6-tetrahydropyridin-4-yl)pyrimidin-5-yl)ethan-1-ol COC1=CC=C(C=C1)C(C)(O)C=1C=NC(=NC1)C=1CCN(CC1)C1=NC=NN2C1=CC(=C2)C=2C=NN(C2)C